5-[2-(1-methylpyrrolidin-2-yl)ethylsulfanyl-propyl-amino]azelaic acid bis(1-heptyloctyl) ester C(CCCCCC)C(CCCCCCC)OC(CCCC(CCCC(=O)OC(CCCCCCC)CCCCCCC)N(CCC)SCCC1N(CCC1)C)=O